C(CCCCCCCCCCC)C1=C2C(SC(=C2)[Sn](C)(C)C)=C(C2=C1SC(=C2)[Sn](C)(C)C)CCCCCCCCCCCC 4,8-didodecyl-2,6-bis-trimethylstannyl-benzo[1,2-b:4,5-b']Dithiophene